C[C@@H]1O[C@@H](CN(C1)C1=CC=CC(=N1)C1=NC2=CC(=NC=C2C=C1)CC(=O)NC=1C=NN(C1)S(=O)(=O)C)C 2-(2-(6-((cis)-2,6-dimethylmorpholino)pyridin-2-yl)-1,6-naphthyridin-7-yl)-N-(1-(methylsulfonyl)-1H-pyrazol-4-yl)acetamide